C(#N)[C@H](CC1=CC=C(C=C1)C=1C=CC2=C(N(C(O2)=O)C)C1)NC(=O)[C@]1(CN(CC1)C)O (3S)-N-[(1S)-1-cyano-2-[4-(3-methyl-2-oxo-1,3-benzoxazol-5-yl)phenyl]ethyl]-3-hydroxy-1-methylpyrrolidine-3-carboxamide